N-(3-((2S,5R)-5-((R)-(3-Fluorophenyl)(hydroxy)methyl)pyrrolidin-2-yl)phenyl)methanesulfonamide FC=1C=C(C=CC1)[C@H]([C@H]1CC[C@H](N1)C=1C=C(C=CC1)NS(=O)(=O)C)O